3-methyl-4-({4-[({2-[methyl(methylsulfonyl)amino]pyridin-3-yl}methyl)amino]-5-(trifluoromethyl)pyrimidin-2-yl}amino)benzamide CC=1C=C(C(=O)N)C=CC1NC1=NC=C(C(=N1)NCC=1C(=NC=CC1)N(S(=O)(=O)C)C)C(F)(F)F